Cyclohexyl 2-toluate C=1(C(=CC=CC1)C(=O)OC1CCCCC1)C